trans-N-p-hydroxyphenylethyl-caffeamide 4-hydroxy-butyl-methacrylate OCCCCOC(C(=C)C)=O.OC1=CC=C(C=C1)CCNC(\C=C\C1=CC(O)=C(O)C=C1)=O